2-(2-tosylhydrazono)acetyl chloride S(=O)(=O)(C1=CC=C(C)C=C1)NN=CC(=O)Cl